(R)-5-(4,4-difluoroazepan-1-yl)-3-methyl-N-(3-(S-methylsulfonimidoyl)phenyl)-2-(trifluoromethyl)isonicotinamide FC1(CCN(CCC1)C1=CN=C(C(=C1C(=O)NC1=CC(=CC=C1)[S@@](=O)(=N)C)C)C(F)(F)F)F